acrylic acid hydrochloride Cl.C(C=C)(=O)O